C1(=CC=CC=C1)S(=O)(=O)N1N=CC=2C1=NC=C1C2N(C(=N1)[C@@H](C)O)[C@@H]1CN(CC1)CCCC(F)(F)F (R)-1-(6-(phenylsulfonyl)-1-((S)-1-(4,4,4-trifluorobutyl)pyrrolidin-3-yl)-1,6-dihydroimidazo[4,5-d]pyrazolo[3,4-b]pyridin-2-yl)ethanol